tripyrrolidinylphosphine bromide hexafluorophosphate F[P-](F)(F)(F)(F)F.[Br-].N1(CCCC1)P(N1CCCC1)N1CCCC1